4-HEXYLOXYPHENYLBORONIC ACID C(CCCCC)OC1=CC=C(C=C1)B(O)O